(cis)-3-((5-cyano-1H-pyrrolo[2,3-b]pyridin-4-yl)amino)-N-(2,2-difluoropropyl)-4-ethylpyrrolidine-1-carboxamide C(#N)C=1C(=C2C(=NC1)NC=C2)N[C@@H]2CN(C[C@@H]2CC)C(=O)NCC(C)(F)F